FC1=C(C=C(C=C1)C(NCCN1[C@H](CCC1)C)=O)NC(=O)C=1C=C2C(=NC1)NC(=C2)C=2C=NN(C2)C (S)-N-(2-fluoro-5-((2-(2-methylpyrrolidin-1-yl)ethyl)carbamoyl)phenyl)-2-(1-methyl-1H-pyrazol-4-yl)-1H-pyrrolo[2,3-b]pyridine-5-carboxamide